tert-butyl 5-(2-((5-(difluoromethoxy)-2-(4-methylpiperazin-1-yl) pyridin-4-yl) amino)-5-fluoropyrimidin-4-yl)-1,1-dimethyl-3-oxoisoindole-2-carboxylate FC(OC=1C(=CC(=NC1)N1CCN(CC1)C)NC1=NC=C(C(=N1)C=1C=C2C(N(C(C2=CC1)(C)C)C(=O)OC(C)(C)C)=O)F)F